ClC=1C=C2C(=NC=NC2=C(C1C1=C(C=CC=C1O)F)F)N1C[C@@H](N(CC1)C(C=C)=O)C 1-((2S)-4-(6-chloro-8-fluoro-7-(2-fluoro-6-hydroxy-phenyl)quinazolin-4-yl)-2-methyl-piperazin-1-yl)prop-2-en-1-one